CC(C)(C)C1=CC2(C=C(C1=O)C(C)(C)C)C1(C=C(C(C(=C1)C(C)(C)C)=O)C(C)(C)C)SC(S2)(C)C 2,4,9,11-tetrakis(1,1-dimethylethyl)-14,14-dimethyl-13,15-dithiadispiro[5.0.5.3]pentadeca-1,4,8,11-tetraene-3,10-dione